(Z,Z,Z)-3,6,9-Nonacosatriene CC\C=C/C\C=C/C\C=C/CCCCCCCCCCCCCCCCCCC